COC(C)(C)C12CNC(C1)C2 4-(1-methoxy-1-methyl-ethyl)-2-azabicyclo[2.1.1]hexane